9H-carbazole-3-carboxylic acid C1=CC(=CC=2C3=CC=CC=C3NC12)C(=O)O